4-bromo-2,3',4',5'-tetrafluoro-1,1'-biphenyl BrC1=CC(=C(C=C1)C1=CC(=C(C(=C1)F)F)F)F